FC=1C=C(C=C(C1)F)C1=NO[C@](C1)(C(=O)N[C@H]1C=C[C@H](C1)C(=O)OC)C=C METHYL (1S,4R)-4-[[(5S)-3-(3,5-DIFLUOROPHENYL)-5-VINYL-4H-ISOXAZOLE-5-CARBONYL] AMINO]CYCLOPENT-2-ENE-1-CARBOXYLATE